C(C1=CC=CC=C1)OC1=C(C=CC=C1F)C1=CC(=CC=C1C(F)F)C[C@]1(C[C@H](CC1)NS(=O)(=O)C)C(=O)N (1R,3S)-1-((2'-(benzyloxy)-6-(difluoromethyl)-3'-fluoro-[1,1'-biphenyl]-3-yl)methyl)-3-(methylsulfonamido)cyclopentane-1-carboxamide